4-fluoro-6-methylbenzimidazole FC1=CC(=CC=2N=CNC21)C